C(CC)(=O)OC(C)(C)CC tertiary amyl propionate